C(OC(C)N(C(C1=C(N=C(C=C1)C(F)(F)F)COCC=1N=NN(N1)C)=O)C1=NN=NN1C)(OC(C)C)=O (1-(N-(1-methyl-1H-tetrazol-5-yl)-2-(((2-methyl-2H-tetrazol-5-yl) methoxy) methyl)-6-(trifluoromethyl) nicotinamido) ethyl) isopropyl carbonate